S-Adenosyl-L-methionine (tosylate) S(=O)(=O)([O-])C1=CC=C(C)C=C1.[C@@H]1([C@H](O)[C@H](O)[C@@H](C[S+](CC[C@H](N)C(=O)O)C)O1)N1C=NC=2C(N)=NC=NC12